OC1=C(C(=O)NC2=C(C=CC=C2)CCCC(=O)O)C=C(C=C1)I 4-{[N-(2-hydroxy-5-iodobenzoyl)]aminophenyl}butyric acid